C1(CC1)C1=CC(=NN1C)NC1=NC(=NC=C1)N1C2CCC(C1)(C2)CO (2-(4-((5-cyclopropyl-1-methyl-1H-pyrazol-3-yl)amino)pyrimidin-2-yl)-2-azabicyclo[2.2.1]heptan-4-yl)methanol